C1=CC(=CC=C1C2=CC(=O)C3=C(C(=C(C(=C3O2)O)O)[C@H]4[C@@H]([C@H]([C@@H]([C@H](O4)CO)O)O)O)O)O The molecule is a C-glycosyl compound that is isoscutellarein attached to a beta-D-glucopyranosyl moiety at position 6 via a C-glycosidic linkage. Isolated from the rhizomes of Iris pseudopumila, it exhibits antioxidant activity. It has a role as a metabolite and an antioxidant. It is a tetrahydroxyflavone and a C-glycosyl compound. It derives from an isoscutellarein.